C(=O)O.FC1=CC=C(C=C1)C=1C=C2C(=NC=NC2=C(C1)OC)N[C@@H](C)C=1C=NC(=NC1)C(F)(F)F 6-(4-Fluorophenyl)-8-methoxy-N-[(1S)-1-[2-(trifluoromethyl)pyrimidin-5-yl]ethyl]quinazolin-4-amine formate salt